2-(4-(6-((4-cyano-2-fluorobenzyl)oxy)pyridin-2-yl)-2,5-difluorobenzyl)-1-(2-methoxyethyl)-1H-benzo[d]Imidazole-6-carboxylic acid tert-butyl ester C(C)(C)(C)OC(=O)C=1C=CC2=C(N(C(=N2)CC2=C(C=C(C(=C2)F)C2=NC(=CC=C2)OCC2=C(C=C(C=C2)C#N)F)F)CCOC)C1